3-bromo-1-(2,6-dimethylphenyl)piperidin-2-one (2S,5R)-2-(N-(azepane-3-carbonyl)carbamimidoyl)-7-oxo-1,6-diazabicyclo[3.2.1]octan-6-yl-hydrogensulfate N1CC(CCCC1)C(=O)NC(=N)[C@H]1N2C(N([C@H](CC1)C2)OS(=O)(=O)O)=O.BrC2C(N(CCC2)C2=C(C=CC=C2C)C)=O